N1(CCN(CCN(CC1)CC=1C(=C(C=C(C1)C)NC(C(CO)CO)=O)O)CC=1C(=C(C=C(C1)C)NC(C(CO)CO)=O)O)CC=1C(=C(C=C(C1)C)NC(C(CO)CO)=O)O N,N',N''-{1,4,7-triazonane-1,4,7-triyltris[methylene(2-hydroxy-5-methyl-3,1-phenylene)]}tris[3-hydroxy-2-(hydroxymethyl)propanamide]